COC(=O)C=1C=CC2=C(NC([C@H](CS2)NC(=O)OC(C)(C)C)=O)C1F (3R)-3-(tert-Butoxycarbonylamino)-6-fluoro-4-oxo-3,5-dihydro-2H-1,5-benzothiazepine-7-Carboxylic acid methyl ester